tert-butyl 4-(3-amino-1-methyl-1H-pyrazolo[4,3-C]pyridin-6-yl)-3,6-dihydropyridine-1(2H)-carboxylate NC1=NN(C2=C1C=NC(=C2)C=2CCN(CC2)C(=O)OC(C)(C)C)C